NC1=NC2=CC(=CC=C2C=C1Br)C[C@@H]1CC[C@]2([C@@H]1O[C@H]([C@@H]2O)N2C=C(C1=C2N=CN=C1C)F)O (2R,3R,3aS,6S,6aR)-6-((2-amino-3-bromoquinolin-7-yl)methyl)-2-(5-fluoro-4-methyl-7H-pyrrolo[2,3-d]pyrimidin-7-yl)hexahydro-3aH-cyclopenta[b]furan-3,3a-diol